C1(=CC=CC=C1)NC=1C(C2=CC=CC=C2C(C1)=O)=O 2-(phenylamino)naphthalene-1,4-dione